FC1=C(CN=C=O)C=C(C=C1)C 2-fluoro-5-methylbenzyl isocyanate